rac-tert-Butyl {[2,5-dioxo-4-(prop-2-en-1-yl)imidazolidin-4-yl]methyl}carbamate O=C1NC([C@@](N1)(CC=C)CNC(OC(C)(C)C)=O)=O |r|